C(C1=CC=CC=C1)OC1=CC(=C(C=C1F)C1=C(CCC2=CC(=CC=C12)OCOCCOC)Br)OC 4-(4-(benzyloxy)-5-fluoro-2-methoxyphenyl)-3-bromo-7-((2-methoxyethoxy)methoxy)-1,2-dihydronaphthalene